C1(CC1)OC=1C(=NC=C(C1)C1CC1)[N+](=O)[O-] 3-cyclopropoxy-5-cyclopropyl-2-nitropyridine